C(C)(C)(C)OC(N[C@@H](CC1=CC=C(C=C1)Br)CC1C(OC(OC1=O)(C)C)=O)=O (R)-(1-(4-bromophenyl)-3-(2,2-dimethyl-4,6-dioxo-1,3-dioxan-5-yl)propan-2-yl)carbamic acid tert-butyl ester